[6-(2,2-difluoroethoxy)pyridazin-3-yl]amine FC(COC1=CC=C(N=N1)N)F